FC(F)C=1C2=C(N=C(N1)NC1CCN(CC1)S(=O)(=O)C)N1C(C=C2)=NC(=C1)C(CF)(C)C (difluoromethyl)-8-(1-fluoro-2-methylpropan-2-yl)-N-(1-(methylsulfonyl)piperidin-4-yl)imidazo[1',2':1,6]pyrido[2,3-d]pyrimidin-2-amine